BrC=1C=C(C=CC1)C[C@@H](C(=O)O)NC(=O)OC(C)(C)C (2S)-3-(3-bromophenyl)-2-[(tert-butoxycarbonyl)amino]propionic acid